C1(CC1)C1=C(C=CC(=C1)N1[C@@H]2CN([C@H](C1)C2)C)NC2=NC=C(C(=N2)NCCCN2C(OCCC2)=O)C(F)(F)F 3-(3-((2-((2-cyclopropyl-4-((1S,4S)-5-methyl-2,5-diazabicyclo[2.2.1]heptan-2-yl)phenyl)amino)-5-(trifluoromethyl)pyrimidin-4-yl)amino)propyl)-1,3-oxazinan-2-one